tert-butyl (2-((4-(((7-chloro-8-fluoroimidazo[1,5-a]pyridin-1-yl)methyl)carbamoyl)-1H-1,2,3-triazol-1-yl)methyl)imidazo[1,2-b]pyridazin-8-yl)carbamate ClC1=C(C=2N(C=C1)C=NC2CNC(=O)C=2N=NN(C2)CC=2N=C1N(N=CC=C1NC(OC(C)(C)C)=O)C2)F